7'-(1-methyl-1H-pyrazol-5-yl)-2'-oxo-1',4'-dihydro-2'H-spiro[pyrrolidine-3,3'-quinoline]-1-carbonitrile CN1N=CC=C1C1=CC=C2CC3(C(NC2=C1)=O)CN(CC3)C#N